S(=O)(=O)(ON1[C@@H]2CC[C@H](N(C1=O)C2)C(NC(CC=2C=NC=CC2)=O)=N)[O-].[Na+] Sodium (2S,5R)-7-oxo-2-(N-(2-(pyridin-3-yl)acetyl)carbamimidoyl)-1,6-diazabicyclo[3.2.1]octan-6-yl Sulfate